COC1=CC=C(C=C1)C1=NN2C(=NC=3C=CC=CC3C2=N1)NC1C(NCCCC1)=O 3-{[2-(4-Methoxyphenyl)[1,2,4]triazolo[1,5-c]quinazolin-5-yl]amino}azepan-2-one